FC1=C(C=C(C=C1)CSC)NC1=NC2=CC=CC=C2C=N1 N-(2-fluoro-5-((methylthio)methyl)phenyl)quinazolin-2-amine